methyl ((5-aminopyrimidin-4-yl)methyl)-L-isoleucinate NC=1C(=NC=NC1)CN[C@@H]([C@@H](C)CC)C(=O)OC